8-((4R or S)-3,5-dichlorophenyl)-4-(dimethylamino)-N-(7-methoxychroman-4-yl)-1,7-naphthyridine-3-carboxamide ClC=1C=C(C=C(C1)Cl)C=1N=CC=C2C(=C(C=NC12)C(=O)NC1CCOC2=CC(=CC=C12)OC)N(C)C